NC1=C(C=C(C(=O)OC)C=C1)N[C@@H]1COC[C@@H]1COC methyl 4-amino-3-(((3S,4S)-4-(methoxymethyl)tetrahydrofuran-3-yl)amino)benzoate